N1=CN=CC2=C1CC=1C=CC=CC12 indeno-pyrimidine